FC1=CC=C(C=C1)C=1C=C2C(=NC=NC2=C(C1)S(=O)(=O)N(C)C)O 6-(4-fluorophenyl)-4-hydroxy-N,N-dimethylquinazoline-8-sulfonamide